C(C)OC1=CC=C(C=N1)C1=CN=CC(=N1)C(=O)N/N=C/C1=CC=NN1C(C)C (E)-6-(6-ethoxypyridin-3-yl)-N'-((1-isopropyl-1H-pyrazol-5-yl)methylene)pyrazine-2-carbohydrazide